C(C)(C)(C)OC(=O)N[C@H](C(=O)OCC1=CC=CC=C1)CC#C benzyl (S)-2-((t-butoxycarbonyl) amino)-4-pentynoate